Cl.N1(CCNCC1)CC1=CN(C=2N=C(N=CC21)NCCC(F)(F)F)[C@@H]2CC[C@H](CC2)O trans-4-[5-(piperazin-1-ylmethyl)-2-[(3,3,3-trifluoropropyl)amino]pyrrolo[2,3-d]pyrimidin-7-yl]cyclohexan-1-ol hydrochloride